N-(4-chlorophenyl)-N-(2-(4-(2-(thiophen-2-yl)ethyl)piperazin-1-yl)ethyl)furan-2-carboxamide ClC1=CC=C(C=C1)N(C(=O)C=1OC=CC1)CCN1CCN(CC1)CCC=1SC=CC1